FC(N1N=C(C(=C1C)C=1C=NN2C1C=C(C=C2)N2N=CC(=C2)C(=O)OCC)C)F ethyl 1-[3-[1-(difluoro methyl)-3,5-dimethyl-pyrazol-4-yl]pyrazolo[1,5-a]pyridin-5-yl]pyrazole-4-carboxylate